FC=1C=NN2C1C(NC1=C(C(=CC=C21)CN2CC=1N=C(OC1C2)C=2C=CC(=NC2)C(=O)NC)F)=O 5-(5-((3,6-difluoro-4-oxo-4,5-dihydropyrazolo[1,5-a]quinoxalin-7-yl)methyl)-5,6-dihydro-4H-pyrrolo[3,4-d]oxazol-2-yl)-N-methylpicolinamide